4-[5-(3,5-dichlorophenyl)-5-(trifluoromethyl)-4H-isoxazol-3-yl]-2-methyl-N-(1-oxothietan-3-yl)benzamide ClC=1C=C(C=C(C1)Cl)C1(CC(=NO1)C1=CC(=C(C(=O)NC2CS(C2)=O)C=C1)C)C(F)(F)F